CC(CCCCC)NC(=O)C1=CC2=C(C=N1)CNC2 N-(heptan-2-yl)-2,3-dihydro-1H-pyrrolo[3,4-c]pyridine-6-carboxamide